C(=O)(O)CCN[C@@H](CCC(=O)O)C(=O)O 2-carboxyethyl-(glutamic acid)